FC1=CC2=C(NCC(O2)C(=O)NC23CC(C2)(C3)N3N=CC(=C3)C3=NC=C(C=C3)C(F)(F)F)C=C1C(F)(F)F 7-fluoro-6-(trifluoromethyl)-N-(3-{4-[5-(trifluoromethyl)pyridin-2-yl]-1H-pyrazol-1-yl}bicyclo[1.1.1]pentan-1-yl)-3,4-dihydro-2H-1,4-benzoxazine-2-carboxamide